NCCNCC(=O)O N-(2-aminoethyl)glycine